4-[[(2S,3r,4r,5r)-3-(3,4-difluoro-2-methoxy-phenyl)-4,5-dimethyl-5-(trifluoromethyl)tetrahydrofuran-2-carbonyl]amino]-3-fluoro-pyridine-2-carboxamide FC=1C(=C(C=CC1F)[C@@H]1[C@H](O[C@]([C@@H]1C)(C(F)(F)F)C)C(=O)NC1=C(C(=NC=C1)C(=O)N)F)OC